(R)-1-(1-acryloylpiperidin-3-yl)-4-amino-3-(4-phenoxyphenyl)-1H-imidazo[4,5-c]pyridin-2(3H)-one C(C=C)(=O)N1C[C@@H](CCC1)N1C(N(C=2C(=NC=CC21)N)C2=CC=C(C=C2)OC2=CC=CC=C2)=O